C1(=CC=CC=C1)N1C2=CC=CC=C2C=2C=C(C=CC12)C1=CC=C(C=C1)N(C1=CC=2C(C3=CC=CC=C3C2C=C1)(C)C)C1=CC=C(C=C1)C1=CC=C(C=C1)C1=CC=CC=C1 N-[4-(9-phenyl-9H-carbazol-3-yl)phenyl]-N-(1,1':4',1''-terphenyl-4-yl)-9,9-dimethyl-9H-fluorene-2-amine